FC=1C(=C(C=C(C1)C(C)(C)OC)CC(=O)OCC)OC ethyl 2-(3-fluoro-2-methoxy-5-(2-methoxypropan-2-yl)phenyl)acetate